11-chlorophenanthro[3,2-b]benzofuran ClC1=CC=CC=2C3=C(OC21)C=C2C1=CC=CC=C1C=CC2=C3